7-Oxo-7-(perfluorophenoxy)heptanoic acid O=C(CCCCCC(=O)O)OC1=C(C(=C(C(=C1F)F)F)F)F